2-carboxycyclohexane C(=O)(O)C1CCCCC1